(3S)-N-[3-(2-[[(2R)-1-hydroxypropan-2-yl]amino]-6-[(1R,5S)-3-oxabicyclo[3.1.0]hex-1-yl]pyridin-4-yl)-4-methylphenyl]-3-(2,2,2-trifluoroethyl)pyrrolidine-1-carboxamide OC[C@@H](C)NC1=NC(=CC(=C1)C=1C=C(C=CC1C)NC(=O)N1C[C@@H](CC1)CC(F)(F)F)[C@@]12COC[C@H]2C1